C(C)OC(=O)C=1N=NSC1NC(=O)N1CCN(CC1)C1=CC=CC=C1 5-[(4-Phenyl-piperazine-1-carbonyl)-amino]-[1,2,3]thiadiazole-4-carboxylic acid ethyl ester